N-(((2S,5R)-6-((tert-butyldimethylsilyl)oxy)-7-oxo-1,6-diazabicyclo[3.2.1]oct-2-yl)(imino)methyl)-4-phenylthiazole-2-carboxamide [Si](C)(C)(C(C)(C)C)ON1[C@@H]2CC[C@H](N(C1=O)C2)C(NC(=O)C=2SC=C(N2)C2=CC=CC=C2)=N